Tert-Butyl cis-2-(biphenyl-3-ylmethyl)-3-((1-phenylethyl)amino)pyrrolidine-1-carboxylate C1(=CC(=CC=C1)C[C@@H]1N(CC[C@@H]1NC(C)C1=CC=CC=C1)C(=O)OC(C)(C)C)C1=CC=CC=C1